BrC1=C(C(=CC=C1)C)C1=C(C(=NC(=N1)Cl)OC)C(=O)N (2-bromo-6-methylphenyl)-2-chloro-4-methoxypyrimidine-5-carboxamide